6-[5-(5-chloro-2-fluoro-phenyl)-1H-imidazol-4-yl]-N-(2-pyrrolidin-1-ylethyl)-1,5-naphthyridin-3-amine ClC=1C=CC(=C(C1)C1=C(N=CN1)C=1N=C2C=C(C=NC2=CC1)NCCN1CCCC1)F